4-(octylamino)butan-1-ol C(CCCCCCC)NCCCCO